(1r,4r)-4-((4-(methoxy-d3)-5-(quinoxalin-6-yl)pyrrolo[2,1-f][1,2,4]triazin-2-yl)amino)-1-methylcyclohexan-1-ol C(OC1=NC(=NN2C1=C(C=C2)C=2C=C1N=CC=NC1=CC2)NC2CCC(CC2)(O)C)([2H])([2H])[2H]